COC1=CC=C(CN(C2=NC3=CC=C(C=C3C=C2C)C(=O)N([C@H](C)C2=NC=CC=N2)CC=2N=NC(=CC2)N(C)C)CC2=CC=C(C=C2)OC)C=C1 (R)-2-(bis(4-methoxybenzyl)amino)-N-((6-(dimethylamino)pyridazin-3-yl)methyl)-3-methyl-N-(1-(pyrimidin-2-yl)ethyl)quinoline-6-carboxamide